OC1CC(N(C(C1)(C)C)C(C)O)(C)C 4-hydroxy-2,2,6,6-tetramethyl-1-piperidylethanol